FC(=C(C(C(C(C(C(C(C(C(F)(F)F)(F)F)(F)F)(F)F)(F)F)(F)F)(F)F)(F)F)F)F Perfluoro-1-decene